C(C1=CC=CC=C1)[C@H](NC(CNC(CNC(OCC1C2=CC=CC=C2C=2C=CC=CC12)=O)=O)=O)C(NCC(NCOC(C)=O)=O)=O Acetic acid (S)-11-benzyl-1-(9H-fluoren-9-yl)-3,6,9,12,15-pentaoxo-2-oxa-4,7,10,13,16-pentaaza-heptadec-17-yl ester